methyl 4-carbamoyl-3-{[3-(5-methyl-1,2,4-oxadiazol-3-yl)phenyl]-formamido}butanoate C(N)(=O)CC(CC(=O)OC)NC(=O)C1=CC(=CC=C1)C1=NOC(=N1)C